sodium 5-azulenesulfonate C1=CC=C2C=C(C=CC=C12)S(=O)(=O)[O-].[Na+]